bis-aminonorbornane tert-butyl-{(1S,4r)-4-[(1S)-1-aminopropyl]cyclohexyl}carbamate C(C)(C)(C)N(C(O)=O)C1CCC(CC1)[C@H](CC)N.NC1C2(CCC(C1)C2)N